Lithium 5-(8-(7-acetyl-3-cyclopropyl-5,6,7,8-tetrahydroimidazo[1,5-a]pyrazin-1-yl)isoquinolin-3-yl)picolinate C(C)(=O)N1CC=2N(CC1)C(=NC2C=2C=CC=C1C=C(N=CC21)C=2C=CC(=NC2)C(=O)[O-])C2CC2.[Li+]